5-(4-(trifluoromethyl)benzyl)-1,2,3,5-tetrahydro-4H-pyrrolo[3,4-c][1,8]naphthyridin-4-one FC(C1=CC=C(CN2C(C3=C(C=4C=CC=NC24)CNC3)=O)C=C1)(F)F